N=1N=C(N2C1SCCC2)C2=C(C=CC=C2)O 2-(6,7-dihydro-5H-[1,2,4]triazolo[3,4-b][1,3]thiazin-3-yl)phenol